C(=CC1=CC=CC=C1)CC(=O)[O-] Styrylacetate